FC(CCNC1CCC(CC1)NC(N)=O)(F)F 3-((1r,4r)-4-((3,3,3-trifluoropropyl)amino)cyclohexyl)urea